tert-butyl 3-((7-chloro-6-(2-fluoro-6-hydroxyphenyl)-4-(2-isopropyl-4-methylpyridin-3-yl)-2,3-dioxo-3,4-dihydropyrido[2,3-b]pyrazin-1(2H)-yl)methyl)-3-methoxyazetidine-1-carboxylate ClC1=CC2=C(N(C(C(N2CC2(CN(C2)C(=O)OC(C)(C)C)OC)=O)=O)C=2C(=NC=CC2C)C(C)C)N=C1C1=C(C=CC=C1O)F